propenyl-triiodosilane C(=CC)[Si](I)(I)I